5-(3-(((S)-1-(1H-1,2,4-triazol-1-yl)propan-2-yl)oxy)-4-chlorophenyl)-N-(1-((1r,4r)-4-morpholinocyclohexyl)-3-((tetrahydro-2H-pyran-4-yl)methoxy)-1H-pyrazol-4-yl)pyrimidin-2-amine N1(N=CN=C1)C[C@H](C)OC=1C=C(C=CC1Cl)C=1C=NC(=NC1)NC=1C(=NN(C1)C1CCC(CC1)N1CCOCC1)OCC1CCOCC1